The molecule is an S-substituted glutathione(1-) resulting from the protonation of the primary amino group and the deprotonation of both of the carboxy groups of S-methylthio glutathione. The major microspecies at pH 7.3. It derives from a glutathionate(1-). CSSC[C@@H](C(=O)NCC(=O)[O-])NC(=O)CC[C@@H](C(=O)[O-])[NH3+]